sodium 1,4-naphthalenedicarboxylic acid C1(=CC=C(C2=CC=CC=C12)C(=O)O)C(=O)O.[Na]